8-methyl-7H-purin CC1=NC2=NC=NC=C2N1